FC1=C(C(=CC=C1C#CC=1C=NN(C1)CCNC)O)N1CC(NS1(=O)=O)=O 5-(2-fluoro-6-hydroxy-3-((1-(2-(methylamino)ethyl)-1H-pyrazol-4-yl)ethynyl)phenyl)-1,2,5-thiadiazolidin-3-one 1,1-dioxide